COC(=O)C=1C(=CC=2N(C1)C=C(N2)C2CCOCC2)OCC2=CC=CC=C2 7-(benzyloxy)-2-(tetrahydro-2H-pyran-4-yl)imidazo[1,2-a]pyridine-6-carboxylic acid methyl ester